BrC1=NC(=CC2=C1N=C(N=C2)NC2CCN(CC2)S(=O)(=O)C)C 8-bromo-6-methyl-N-(1-(methylsulfonyl)piperidin-4-yl)pyrido[3,4-d]pyrimidin-2-amine